N-[(2E)-3-(2-methylpropane-2-sulfonyl)prop-2-en-1-yl]-2-oxo-1,2,5,6,7,8-hexahydroquinoline-3-carboxamide CC(C)(C)S(=O)(=O)/C=C/CNC(=O)C=1C(NC=2CCCCC2C1)=O